N-(4-(2-amino-3-iodopyridin-4-yloxy)-3-fluorophenyl)-3-(4-fluorophenyl)-1-isopropyl-2,4-dioxo-1,2,3,4-tetrahydropyrimidine-5-carboxamide NC1=NC=CC(=C1I)OC1=C(C=C(C=C1)NC(=O)C=1C(N(C(N(C1)C(C)C)=O)C1=CC=C(C=C1)F)=O)F